(R)-1-((R)-3-(4-amino-3-iodo-1H-pyrazolo[3,4-d]pyrimidin-1-yl)piperidin-1-yl)-2-Hydroxypropan-1-one NC1=C2C(=NC=N1)N(N=C2I)[C@H]2CN(CCC2)C([C@@H](C)O)=O